N[C@@H]1C2=C(OC13CCN(CC3)C3=NC=C(C(N3C)=O)C#CCC3=CC(=CC=C3)O)SC=C2 (R)-2-(3'-amino-3'H-spiro[piperidine-4,2'-thieno[2,3-b]furan]-1-yl)-5-(3-(3-hydroxyphenyl)prop-1-yn-1-yl)-3-methylpyrimidin-4(3H)-one